NCC1=NN(C2=NC=CC(=C21)C(C)O)C2=CC=C(C=C2)OC(F)(F)F 1-(3-(aminomethyl)-1-(4-(trifluoromethoxy)phenyl)-1H-pyrazolo[3,4-b]pyridin-4-yl)ethanol